C(#N)C1=CC=2N(N=C1)C(=CC2)C2=NC=C(C(=O)NC[C@H](C(C)(C)O)F)C(=C2)NC2CCC(CC2)N2N=CC(=C2)F 6-(3-cyanopyrrolo[1,2-b]pyridazin-7-yl)-4-(((1r,4R)-4-(4-fluoro-1H-pyrazol-1-yl)cyclohexyl)amino)-N-((R)-2-fluoro-3-hydroxy-3-methylbutyl)nicotinamide